NC=1C2=C(N=CN1)N(C(=C2C=2C=NC(=NC2)OC)C#N)[C@H](C)C2=CC(=NO2)C2=C(C=CC=C2)F 4-amino-7-{(1R)-1-[3-(2-fluorophenyl)-1,2-oxazol-5-yl]ethyl}-5-(2-methoxypyrimidin-5-yl)-7H-pyrrolo[2,3-d]pyrimidine-6-carbonitrile